nitrophenoxycarbonyl-di-thiol [N+](=O)([O-])C=1C(SSC1)C(=O)OC1=CC=CC=C1